[Pd+2].ClC1=C(CCC=CCC1)Cl Dichloro(1,5-cyclooctadiene) palladium (II)